(4S)-7-chloro-6-(2,6-difluorophenyl)-4-methyl-8-(trifluoromethyl)-4H-[1,2,4]triazolo[1,5-a][1,4]benzodiazepine-2-carboxylic acid ClC1=C(C=CC2=C1C(=N[C@H](C=1N2N=C(N1)C(=O)O)C)C1=C(C=CC=C1F)F)C(F)(F)F